(+-)-5-TERT-BUTYL-2-METHYL-2-INDANMETHANOL C(C)(C)(C)C=1C=C2C[C@@](CC2=CC1)(CO)C |r|